pyrrolo[2,3-b]pyridine-6(1H)-carboxylic acid tert.Butyl ester C(C)(C)(C)OC(=O)C1=CC=C2C(=N1)NC=C2